(S)-3-hydroxy-3-(2-trifluoromethylphenyl)-propanal O[C@@H](CC=O)C1=C(C=CC=C1)C(F)(F)F